L-cysteinyl-L-alanyl-L-serine N[C@@H](CS)C(=O)N[C@@H](C)C(=O)N[C@@H](CO)C(=O)O